C(CCC)(=O)OC[C@H](CN1C(=NC(=C1)[N+](=O)[O-])Br)O (S)-3-(2-bromo-4-nitro-1H-imidazol-1-yl)-2-hydroxypropyl butyrate